S(=O)(=O)(O)[O-].[Na+] sodium hydrogensulphate